3-(3-((1H-indazol-6-yl)amino)-2,5-dioxo-2,5-dihydro-1H-pyrrol-1-yl)piperidine-2,6-dione N1N=CC2=CC=C(C=C12)NC=1C(N(C(C1)=O)C1C(NC(CC1)=O)=O)=O